methyl 4-nitro-1-[4-(2,2,2-trifluoro-1-hydroxyethyl)phenyl]pyrazole-3-carboxylate [N+](=O)([O-])C=1C(=NN(C1)C1=CC=C(C=C1)C(C(F)(F)F)O)C(=O)OC